4-[(1R,3R)-3-(4-cyclopentyl-1,3-oxazol-2-yl)-2,2-dimethylcyclopropyl]benzenesulfonamide C1(CCCC1)C=1N=C(OC1)[C@H]1C([C@@H]1C1=CC=C(C=C1)S(=O)(=O)N)(C)C